C(C)(=O)C1=CN(C2=CC=C(C=C12)C=1C=NC(=NC1)C)CC(=O)N[C@H](C(=O)NC1=NC(=CC=C1)Br)[C@@H](C)O (2S,3R)-2-(2-(3-acetyl-5-(2-methylpyrimidin-5-yl)-1H-indol-1-yl)acetamido)-N-(6-bromopyridin-2-yl)-3-hydroxybutanamide